(1r,4r)-4-((7-(5-((5-fluoro-2'-isopropyl-[1,1'-biphenyl]-2-yl)oxy)pyrimidin-4-yl)-2,7-diazaspiro[4.4]nonan-2-yl)methyl)cyclohexan-1-amine FC=1C=CC(=C(C1)C1=C(C=CC=C1)C(C)C)OC=1C(=NC=NC1)N1CC2(CCN(C2)CC2CCC(CC2)N)CC1